3-aminopropylthiooxide hydrochloride Cl.NCCCSOSCCCN